5-(4-((1-(2-(4-(4-chloro-1,2-diphenylbut-1-en-1-yl)phenoxy)ethyl)piperidin-4-yl)methyl)-3,5-dimethylpiperazin-1-yl)-2-(2,6-dioxopiperidin-3-yl)-6-fluoroisoindoline ClCCC(=C(C1=CC=CC=C1)C1=CC=C(OCCN2CCC(CC2)CN2C(CN(CC2C)C=2C=C3CN(CC3=CC2F)C2C(NC(CC2)=O)=O)C)C=C1)C1=CC=CC=C1